CNS(=O)(=O)C1=CC(=CC=C1)NC1=NC=2C(C3=CC=NC=C13)=NN1C2C=CN=C1 N-methyl-3-(pyrimido[1',6':1,5]pyrazolo[4,3-c][2,7]naphthyridin-5-ylamino)benzenesulfonamide